ClCCCCCCOCCOCCNC(OCCOC(C#CCl)(F)F)=O 2-((3-chloro-1,1-difluoroprop-2-yn-1-yl)oxy)ethyl (2-(2-((6-chlorohexyl)oxy)ethoxy)ethyl)carbamate